NAPHTHO(2,1-b)FURAN-1-ETHANOL C=1(C2=C(OC1)C=CC1=CC=CC=C12)CCO